Acetic acid 3,7-dimethyl-6-octenyl ester CC(CCOC(C)=O)CCC=C(C)C